1-(2,6-dimethylpyridin-3-yl)-N-((6-(thiophen-3-yl)pyridazin-3-yl)methyl)-1H-1,2,3-triazole-4-carboxamide CC1=NC(=CC=C1N1N=NC(=C1)C(=O)NCC=1N=NC(=CC1)C1=CSC=C1)C